FC1(C(C2=C(C(=C(C(=C2C(C1(F)F)(F)F)F)F)F)F)=O)C(C(C(C(C(C(C(F)(F)F)(F)F)(F)F)(F)F)(F)F)(F)F)(F)F perfluoroheptyl-tetralone